(S)-4-(cyclopropylethynyl)-6,8-difluoro-7-((6-oxopyrimidin-1(6H)-yl)methyl)-4-(trifluoromethyl)-3,4-dihydroquinazolin-2(1H)-one C1(CC1)C#C[C@@]1(NC(NC2=C(C(=C(C=C12)F)CN1C=NC=CC1=O)F)=O)C(F)(F)F